oxocyclohexa-2,5-dien O=C1C=CCC=C1